(rac)-(6-Benzyl-2-azaspiro[3.4]octan-2-yl)((1s,3s)-3-hydroxy-3-methylcyclobutyl)methanone C(C1=CC=CC=C1)[C@@H]1CC2(CN(C2)C(=O)C2CC(C2)(C)O)CC1 |r|